N-(2-(2-ethoxy-6-methoxy-1H-benzimidazol-1-yl)ethyl)propanamide C(C)OC1=NC2=C(N1CCNC(CC)=O)C=C(C=C2)OC